5-ethyl-5-(hydroxymethyl)-1,3-dioxane-2-one C(C)C1(COC(OC1)=O)CO